4-{5-trifluoromethyl-5-hydroxy-4,5-dihydro-1,2-oxazol-3-yl}benzoic acid FC(C1(CC(=NO1)C1=CC=C(C(=O)O)C=C1)O)(F)F